1-(2-chloro-5-((1-methyl-1H-pyrazol-3-yl)ethynyl)pyridin-4-yl)piperidin-4-one ClC1=NC=C(C(=C1)N1CCC(CC1)=O)C#CC1=NN(C=C1)C